oxolan-2-yl-methyl acrylate (tetrahydrofuranyl acrylate) O1C(CCC1)C(C(=O)O)=C.C(C=C)(=O)OCC1OCCC1